2-[2-(1,5-Dimethyl-1H-pyrazole-3-carbonyl)-6-(3-methyl-1H-pyrrolo[2,3-b]pyridine-5-yl)-1,2,3,4-tetrahydroisoquinolin-8-yl]pyrrolidine-1-carboxylic acid tert-butyl ester C(C)(C)(C)OC(=O)N1C(CCC1)C=1C=C(C=C2CCN(CC12)C(=O)C1=NN(C(=C1)C)C)C=1C=C2C(=NC1)NC=C2C